C(#N)C1=CC=C2CC[C@H](C2=C1)NC(=O)C1=CC2=C(N=C(S2)N2CCNCC2)C=C1 (R)-N-(6-cyano-2,3-dihydro-1H-inden-1-yl)-2-(piperazin-1-yl)benzo[d]thiazole-6-carboxamide